C(#N)C1=CC(=CC=2N=C(OC21)C=2C(=C(C=CC2)C2=C(C(=CC=C2)NC=2N=CC=C1C=C(C=NC21)CN2C[C@@H](CC2)O)C)C)CN[C@@H]2[C@@H](CCC2)C(=O)O (1R,2S)-2-((7-cyano-2-(3'-(3-(((R)-3-hydroxypyrrolidin-1-yl)methyl)-1,7-naphthyridin-8-ylamino)-2,2'-dimethyl-biphenyl-3-yl)benzo[d]oxazol-5-yl)methylamino)cyclopentanecarboxylic acid